N(=[N+]=[N-])C1=C(C(=C(OC(C(=O)O)CC)C(=C1F)F)F)F (4-azido-2,3,5,6-tetrafluorophenoxy)butanoic acid